1-(4-(4-AMINO-7-CYCLOPROPYL-7H-PYRROLO[2,3-D]PYRIMIDIN-5-YL)-2-FLUOROPHENYL)-3-(4-((4-HYDROXYPIPERIDIN-1-YL)METHYL)-3-(TRIFLUOROMETHYL)PHENYL)UREA NC=1C2=C(N=CN1)N(C=C2C2=CC(=C(C=C2)NC(=O)NC2=CC(=C(C=C2)CN2CCC(CC2)O)C(F)(F)F)F)C2CC2